BrC1=CC(=CC=C1)OCOC 1-bromo-3-(methoxymethoxy)benzene